C1(CC1)CC=1C(=NC(=NC1)N(CC1=C(C=C(C=C1)OC)OC)CC1=C(C=C(C=C1)OC)OC)OC 5-(cyclopropylmethyl)-N,N-bis[(2,4-dimethoxyphenyl)methyl]-4-methoxy-pyrimidin-2-amine